C1=C2N(C=CO1)C=C(C=C2)C(=O)N pyrido[1,2-d][1,4]oxazine-7-carboxamide